C[C@]1(CC[C@H]2C[C@@H]1C2(C)C)O cis-Pinene hydrate